Cl.NC1CCC(CC1)NC(C=C)=O N-(4-aminocyclohexyl)acrylamide hydrochloride